O=C1C2=C(C=NN1)N=C(N=C2NC2=CC=C(C=C2)N2CCC(CC2)CC(=O)O)C2=CC=CC=C2 2-(1-(4-(5-oxo-2-phenyl-5,6-dihydropyrimido[4,5-d]pyridazin-4-ylamino)phenyl)piperidin-4-yl)acetic acid